CN1N=NC2=C1C=CC(=C2C)[C@@H](CC(=O)OCC)C2=CC(=C(C=C2)C)CN2CC(OC1=C(C2)C=CC=C1)(C)C (S)-ethyl 3-(1,4-dimethyl-1H-benzo[d][1,2,3]triazol-5-yl)-3-(3-((2,2-dimethyl-2,3-dihydrobenzo[f][1,4]oxazepin-4(5H)-yl)methyl)-4-methylphenyl)propanoate